CC(=CCCC(C#CCC=C)=C)C 10-methyl-6-methylideneundec-1,9-dien-4-yne